ClC1=CC(=C(C=C1)O)CC1=CC=CC=C1 4-chloro-2-(phenylmethyl)phenol